CC(CCCCC)NCC(CO)O 3-(Heptan-2-ylamino)propan-1,2-diol